3-(3-Methyl-5-(4-(methylamino)piperidin-1-yl)-2-oxo-2,3-dihydro-1H-benzo[d]imidazol-1-yl)piperidine-2,6-dione CN1C(N(C2=C1C=C(C=C2)N2CCC(CC2)NC)C2C(NC(CC2)=O)=O)=O